N1C=C(C2=CC=CC=C12)C(=O)C1=CC=C(C(=N1)C(F)(F)F)NC(OC)=O methyl N-[6-(1H-indole-3-carbonyl)-2-(trifluoromethyl)-3-pyridyl]carbamate